C(CCCCCCCC)N1C(CCC1)=O N-nonyl-2-pyrrolidone